(S)-methyl 4-(2-(((tert-butyldiphenylsilyl)oxy)methyl)piperazin-1-yl)benzoate [Si](C1=CC=CC=C1)(C1=CC=CC=C1)(C(C)(C)C)OC[C@H]1N(CCNC1)C1=CC=C(C(=O)OC)C=C1